1'-(methylenedi-4,1-phenylene)bis[2-hydroxy-2-methyl-1-propanone] C(C1=CC=C(C=C1)C(C(C)(C)O)=O)C1=CC=C(C=C1)C(C(C)(O)C)=O